N1(N=CC=C1)C1=CC=C(N=N1)N1C(N(C2=C(C1=O)C(=C(S2)C2=CC=C(C=C2)[N+](=O)[O-])CN(C)C)CC2=C(C=CC=C2F)F)=O 3-(6-(1H-pyrazol-1-yl)pyridazin-3-yl)-1-(2,6-difluorobenzyl)-5-((dimethyl-amino)methyl)-6-(4-nitrophenyl)thieno[2,3-d]pyrimidine-2,4(1H,3H)-dione